6-chloro-3-(hexahydropyrrolo[3,4-b]pyrrol-5(1H)-yl)-1H-pyrazolo[4,3-c]pyridine hydrochloride Cl.ClC1=CC2=C(C=N1)C(=NN2)N2CC1NCCC1C2